(2-amino-7-fluorobenzo[d]thiazol-4-yl)-6-chloro-4-((S)-3-(cyanomethyl)piperazin-1-yl)-8-fluoroquinoline-3-carbonitrile NC=1SC2=C(N1)C(=CC=C2F)C2=NC1=C(C=C(C=C1C(=C2C#N)N2C[C@@H](NCC2)CC#N)Cl)F